C1(CC1)C1=CC(=C(C=C1)C=1C(N(C(=NN1)N[C@H]1[C@@H](CCCC1)O)C)=O)O 6-(4-cyclopropyl-2-hydroxyphenyl)-3-(((1R,2R)-2-hydroxycyclohexyl)amino)-4-methyl-1,2,4-triazine-5(4H)-one